FC=1C=C(C=CC1)[C@H](CNC(C)(CCC1CCC(CC1)OC)C)O (R)-1-(3-Fluorophenyl)-2-((4-((1r,4S)-4-methoxycyclohexyl)-2-methylbutan-2-yl)-amino)ethan-1-ol